NC1=NC=CC(=C1Cl)SC=1C=CC=2C(=NC=C(N2)N2CC[C@H](CCC2)N(C(OC(C)(C)C)=O)C)N1 tert-butyl (S)-(1-(6-((2-amino-3-chloropyridin-4-yl)thio)pyrido[2,3-b]pyrazin-2-yl)azepan-4-yl)(methyl)carbamate